C(C)OC1=C(C=CC(=C1F)F)[C@@H]1[C@@H](O[C@@]([C@H]1C)(C(F)(F)F)C)C(=O)NC1=CC(=[N+](C=C1)[O-])C(=O)N (2R,3R,4S,5S)-4-[[3-(2-Ethoxy-3,4-difluoro-phenyl)-4,5-dimethyl-5-(trifluoromethyl)tetrahydrofuran-2-carbonyl]amino]-1-oxido-pyridin-1-ium-2-carboxamid